N-(2,6-difluoro-3-(5-(2-(piperazin-1-yl)pyrimidin-5-yl)-1H-pyrrolo[2,3-b]pyridine-3-carbonyl)phenyl)propane-1-sulfonamide FC1=C(C(=CC=C1C(=O)C1=CNC2=NC=C(C=C21)C=2C=NC(=NC2)N2CCNCC2)F)NS(=O)(=O)CCC